3-(2-fluoro-4-nitrophenyl)acrylonitrile FC1=C(C=CC(=C1)[N+](=O)[O-])C=CC#N